(R)-octahydro-phenanthrene-2,7-diol C1[C@@H](CCC2C3CCC(=CC3=CC=C12)O)O